BrC=1C=C2C(=C(C(=NC2=CC1)Cl)[N+](=O)[O-])NCCCCO[Si](C)(C)C(C)(C)C 6-bromo-N-[4-[tert-butyl-(dimethyl)silyl]oxybutyl]-2-chloro-3-nitro-quinolin-4-amine